(2S,3R)-3-((2-methylamino-6-methylpyridin-4-yl)methyl)-N2-(1-methyl-1H-imidazol-2-yl)-N1-((R)-1-phenylpropyl)-N2-methyl-4-oxoazetidine-1,2-dicarboxamide CNC1=NC(=CC(=C1)C[C@@H]1[C@H](N(C1=O)C(=O)N[C@H](CC)C1=CC=CC=C1)C(=O)N(C)C=1N(C=CN1)C)C